3-amino-8-ethynyl-7-fluoronaphthalen NC=1C=CC2=C(C(=CC=C2C1)F)C#C